(9S)-9-(tert-Butoxycarbonylamino)-1,4-dioxa-7-spiro[4.4]nonanoic acid ethyl ester C(C)OC(=O)C1CC2(OCCO2)[C@H](C1)NC(=O)OC(C)(C)C